6-Fluoromevalonate C1COC(=O)CC1(CF)O